C(N)(=O)[C@@H]1C[C@@]2(CN1C([C@H](CC(C)C)NCCC1=C(NC3=C(C(=CC(=C13)F)F)F)C(=O)OC)=O)C(NC1=CC=CC=C12)=O methyl 3-(2-(((S)-1-((3r,5'S)-5'-carbamoyl-2-oxospiro[indol-3,3'-pyrrolidin]-1'-yl)-4-methyl-1-oxopentan-2-yl) amino) ethyl)-4,6,7-trifluoro-1H-indole-2-carboxylate